Racemic-2-[[4-(2-[[(tert-butyldimethylsilyl)oxy]methyl]pyridine-3-carbonyl)thiomorpholin-3-yl]methoxy]-6-hydroxybenzaldehyde [Si](C)(C)(C(C)(C)C)OCC1=NC=CC=C1C(=O)N1[C@@H](CSCC1)COC1=C(C=O)C(=CC=C1)O |r|